(3R)-3-(pyridine-2-amido)piperidine-1-carboxylic acid tert-butyl ester C(C)(C)(C)OC(=O)N1C[C@@H](CCC1)NC(=O)C1=NC=CC=C1